(S)- and (R)-N-(4-(1-methyl-1H-pyrazol-4-yl)phenyl)-2-phenyl-2-((4-sulfamoylphenethyl)amino)acetamide CN1N=CC(=C1)C1=CC=C(C=C1)NC([C@@H](NCCC1=CC=C(C=C1)S(N)(=O)=O)C1=CC=CC=C1)=O |r|